FC1(CN(CC1)C1=NC=CC(=C1NC(=O)C=1C=NC(=NC1)C(C)C)C1=C(C=CC(=C1)F)O)F N-(2-(3,3-difluoropyrrolidin-1-yl)-4-(5-fluoro-2-hydroxyphenyl)pyridin-3-yl)-2-isopropyl-pyrimidine-5-carboxamide